COC1=C(C(=CC=C1)OC)N1C(=NC=2C1=NC(=C(N2)C)CS(=O)(=O)N)C2=NC(=CC=C2)OCC 1-(2,6-Dimethoxyphenyl)-2-(6-ethoxypyridin-2-yl)-5-methyl-1H-imidazo[4,5-b]pyrazin-6-yl-methanesulfonamide